5-(4-chlorophenyl)-2,3-dimethyl-7-[2-(oxetan-3-yl)-4-pyridyl]pyrido[2,3-d]pyridazin-8-one ClC1=CC=C(C=C1)C=1C2=C(C(N(N1)C1=CC(=NC=C1)C1COC1)=O)N=C(C(=C2)C)C